O=C1N(C(C2=CC=CC=C12)=O)C(=O)OCC ethyl 1,3-dioxoisoindoline-2-carboxylate